ClC1=C(C(=O)NC2=C(N(C3=CC=CC=C23)CCC)C(=O)NC2=CC=C(C=C2)F)C=C(C=C1)CNC(C(C)C)=O (2-chloro-5-(isobutyrylaminomethyl)benzoylamino)-N-(4-fluorophenyl)-1-propyl-1H-indole-2-carboxamide